phenyl (3-fluoro-4-(morpholinomethyl)phenyl)carbamate FC=1C=C(C=CC1CN1CCOCC1)NC(OC1=CC=CC=C1)=O